OC1=CC=C(C=C1)C=CC(=O)C1=CC=C(C=C1)OCCCCCCCCCCCCCCCCCC 3-(4-Hydroxyphenyl)-1-(4-octadecoxyphenyl)prop-2-en-1-one